OC(CN(CCCCC1C(NC(C(N1)=O)CCCCN(CC(CCCCCCCCCC)O)CC(CCCCCCCCCC)O)=O)CC(CCCCCCCCCC)O)CCCCCCCCCC 3,6-bis[4-[bis(2-hydroxydodecyl)amino]butyl]piperazine-2,5-dione